(3-fluoroazetidin-1-yl)(4-(2-(4-fluorophenyl)-1H-pyrrolo[2,3-b]-pyridin-5-yl)thiazol-2-yl)methanone FC1CN(C1)C(=O)C=1SC=C(N1)C=1C=C2C(=NC1)NC(=C2)C2=CC=C(C=C2)F